6-(4-(4-Fluoro-3-methylphenyl)-1-methyl-1H-imidazol-5-yl)benzo[d]thiazole FC1=C(C=C(C=C1)C=1N=CN(C1C1=CC2=C(N=CS2)C=C1)C)C